7-chloromethyl-8-fluoro-3-methoxy-1H-quinoxalin-2-one ClCC1=CC=C2N=C(C(NC2=C1F)=O)OC